4-t-butoxyphenyl-phosphine C(C)(C)(C)OC1=CC=C(C=C1)P